tert-butyl N-[(1R)-2-(5-fluoro-3-pyridyl)cyclopropyl]carbamate FC=1C=C(C=NC1)C1[C@@H](C1)NC(OC(C)(C)C)=O